CN(C1=CC2=C(C=C(O2)C(=O)NS(=O)(=O)C=2C(=CC=CC2)C2=CC=C(C=C2)CO)C=C1)C 6-(dimethylamino)-N-[4'-(hydroxymethyl)[1,1'-biphenyl]-2-sulfonyl]-1-benzofuran-2-carboxamide